NC1=C(C=CC(=C1)CC1=CC(=C(C=C1)O)N)O 2-Amino-4-[(3-Amino-4-hydroxyphenyl)methyl]phenol